C(#N)C1(CC1)C=1C=C(C(=NC1)CNC=1N=C2N(C=C(C=C2)C(F)(F)F)C1S(=O)(=O)CC)C(=O)O 5-(1-cyanocyclopropyl)-2-[[[3-ethylsulfonyl-6-(trifluoromethyl)imidazo[1,2-a]pyridin-2-yl]amino]methyl]pyridine-3-carboxylic acid